C(C)(=O)OC1=C(CCCC2=C1C=CC(=C2)C(=O)OC)C2CC1CCC(C2)C1 Methyl 9-acetoxy-8-(bicyclo[3.2.1]octan-3-yl)-6,7-dihydro-5H-benzo[7]annulene-3-carboxylate